F[C@@H]1[C@@H]2CCC[C@H](C[C@@H]1O)N2C(=O)OC(C)(C)C |r| rac-tert-butyl (1S,2R,3S,5R)-2-fluoro-3-hydroxy-9-azabicyclo[3.3.1]nonane-9-carboxylate